O(C1[C@H](O)[C@@H](O)[C@H](O)[C@H](O1)CO)C(C)(C)CC[C@H]([C@@H](C)[C@H]1CC[C@]2(C3=CC([C@@H]4C[C@H]([C@H](C[C@]4(C)[C@H]3CC[C@]12C)O)O)=O)O)O (22R)-2beta,3beta,14,22-tetrahydroxy-6-oxo-5beta-cholest-7-en-25-yl D-glucopyranoside